C(CCC)C=C(C(=O)OOC)C#N methoxy butyl-cyanoacrylate